NC(C)(C)C1CC[C@]12CN(CC2)C(=O)OC(C)(C)C Tert-butyl (4R)-3-(1-amino-1-methyl-ethyl)-6-azaspiro[3.4]octane-6-carboxylate